(3R,6S)-1-(2-(4-(6-cyclopropylpyridin-3-yl)phenyl)acetyl)-6-methylpiperidine-3-carboxylic acid C1(CC1)C1=CC=C(C=N1)C1=CC=C(C=C1)CC(=O)N1C[C@@H](CC[C@@H]1C)C(=O)O